[Pd+2].ClC(C(C)(C)[PH+](C1=CC=C(C=C1)N(C)C)C(C)(C)C)Cl dichloro-di-tert-butyl-(4-dimethylaminophenyl)phosphonium palladium (II)